C(C1=CC=CC=C1)OC1C(C(C2OC2C1OCC1=CC=CC=C1)C(=O)O)OC1C(C(C(C(C1)COCC1=CC=CC=C1)OCC1=CC=CC=C1)OCC1=CC=CC=C1)OCC1=CC=CC=C1 4,5-bis(benzyloxy)-3-((2,3,4-tris(benzyloxy)-5-((benzyloxy)methyl)cyclohexyl)oxy)-7-oxabicyclo[4.1.0]heptane-2-carboxylic acid